CC1(C(C1)C1=CC(=C(C=C1)OC)OC)C 1-(2,2-dimethylcyclopropyl)-3,4-dimethoxybenzene